COC1=CC=C(C=C1)C1CCC(CC1)=O 4-(4-methoxyphenyl)cyclohexan-1-one